N1N=NC=C1C(=O)N1CC2CCC(C1)N2S(=O)(=O)C2=CC=C(C=C2)OC(F)(F)F 1,2,3-triazol-5-yl-[8-{[4-(trifluoromethoxy)phenyl]sulfonyl}-3,8-diazabicyclo[3.2.1]oct-3-yl]methanone